COC1=CC=C(C=C1)[C@@]1(OC(C[C@]1(C1=CC=C(C=C1)C)C)=O)C#N (2S,3S)-2-(4-methoxyphenyl)-3-methyl-5-oxo-3-(p-tolyl)tetrahydrofuran-2-nitrile